C(C)(C)C1CN(CC1)CC1=C2C(=NC(=C1)C=1C=C3CN(C(C3=CC1)=O)C1C(NC(CC1)=O)=O)NC=C2 3-(5-(4-((3-isopropylpyrrolidin-1-yl)methyl)-1H-pyrrolo[2,3-b]pyridin-6-yl)-1-oxoisoindolin-2-yl)piperidine-2,6-dione